ClC1=NC=C(C(=C1)C1=C2N(N=C1)CC(C2)(C)C)C(F)(F)F 3-(2-chloro-5-(trifluoromethyl)pyridin-4-yl)-5,5-dimethyl-5,6-dihydro-4H-pyrrolo[1,2-b]pyrazole